O=C1NC(CCC1N1C(C2=CC=C(C=C2C1)SCCCCCN1CCN(CC1)C1=NC=C(C(=O)N2CCC(CC2)CCCCNC(\C=C\C=2C=NC=CC2)=O)C=C1)=O)=O (E)-N-(4-(1-(6-(4-(5-((2-(2,6-dioxopiperidin-3-yl)-1-oxoisoindolin-5-yl)thio)pentyl)piperazin-1-yl)nicotinoyl)piperidin-4-yl)butyl)-3-(pyridin-3-yl)acrylamid